tert-Butyl (S)-(2-(3-hydroxypyrrolidin-1-yl)-2-oxoethyl)carbamate O[C@@H]1CN(CC1)C(CNC(OC(C)(C)C)=O)=O